4-[3-methyl-1-(oxan-2-yl)pyrazol-4-yl]benzoic acid CC1=NN(C=C1C1=CC=C(C(=O)O)C=C1)C1OCCCC1